4-[1-[1-[(2-chloro-6-nitrophenyl)amino]mercaptomethylene]-2-oxopropyl]-3-chloro-benzonitrile potassium salt [K].ClC1=C(C(=CC=C1)[N+](=O)[O-])NSC=C(C(C)=O)C1=C(C=C(C#N)C=C1)Cl